CN(C1CCN(CC1)C1=NC(=C(C=2N1C=CN2)C2=CC1=C(N(C(N1C)=O)C)C=C2F)C2=CC=C(C#N)C=C2)C 4-[5-[4-(dimethylamino)piperidin-1-yl]-8-(6-fluoro-1,3-dimethyl-2-oxo-2,3-dihydro-1H-benzimidazol-5-yl)imidazo[1,2-c]pyrimidin-7-yl]benzonitrile